ClC1=C(C=C(C=C1)C(F)(F)F)NC(=O)C1=C(N=C(S1)N(C(=O)C1(CC1)C(=O)N)C1=C(C(=CC=C1)F)OC)C N-(5-((2-chloro-5-(trifluoromethyl)phenyl)carbamoyl)-4-methylthiazol-2-yl)-N-(3-fluoro-2-methoxyphenyl)cyclopropane-1,1-dicarboxamide